6-[4-[Bis(4-fluorophenyl)methyl]piperidine-1-carbonyl]-4H-1,4-benzoxazin-3-one FC1=CC=C(C=C1)C(C1CCN(CC1)C(=O)C=1C=CC2=C(NC(CO2)=O)C1)C1=CC=C(C=C1)F